C1=CC=CC=2C3=CC=CC=C3C(C12)OC(N=C(C(=O)N=C(C(=O)NC1=CC=C(C=C1)CNC(=O)OC(C)(C)C)CCCNC(=O)N)[C@H](CC)C)=O (9H-fluoren-9-yl)-methyl-((S)-1-(((S)-1-((4-(((tert-butoxycarbonyl) amino) methyl) phenyl) amino)-1-oxo-5-ureidopentyl-2-yl) amino)-3-methyl-1-oxobutyl-2-yl)-carbamate